lithium calcium zinc [Zn].[Ca].[Li]